2,3-dihydro-benzofuran-5-carboxylic acid [2-(7-oxa-2-aza-spiro[3.5]non-2-yl)-benzooxazol-5-yl]-amide C1N(CC12CCOCC2)C=2OC1=C(N2)C=C(C=C1)NC(=O)C=1C=CC2=C(CCO2)C1